C(CC\C=C\C)OC(\C=C\C1=CC=C(C=C1)OC)=O (E)-Hex-4-en-1-yl-(E)-3-(4-methoxyphenyl)acrylat